O1N=C(C=C1)C1=NN(C(=C1)C(=O)N)C 3-(isoxazol-3-yl)-1-methyl-1H-pyrazole-5-carboxamide